Methyl 6-(4-chlorophenyl)-3-oxo-2-(pyrimidin-5-yl)-2,3-dihydropyridazine-4-carboxylate ClC1=CC=C(C=C1)C=1C=C(C(N(N1)C=1C=NC=NC1)=O)C(=O)OC